tert-butyl 4-(4-((4-([1,2,4]triazolo[1,5-a]pyridin-7-yloxy)phenyl)amino)pyrido[3,2-d]pyrimidin-6-yl)piperazine-1-carboxylate N=1C=NN2C1C=C(C=C2)OC2=CC=C(C=C2)NC=2C1=C(N=CN2)C=CC(=N1)N1CCN(CC1)C(=O)OC(C)(C)C